(2,4-difluorobenzyl)magnesium bromide FC1=C(C[Mg]Br)C=CC(=C1)F